COC=1C=2N(C=C(C1)C1=CC3=C(N(C(N3)=O)C3CCN(CC3)C)C=C1C)N=CN2 5-(8-methoxy-[1,2,4]triazolo[1,5-a]pyridin-6-yl)-6-methyl-1-(1-methylpiperidin-4-yl)-1,3-dihydro-2H-benzo[d]imidazol-2-one